(4E,8E)-11-((R)-6-((tert-butyldimethylsilyl)oxy)-2,5,7,8-tetramethylchroman-2-yl)-4,8-dimethylundeca-4,8-dienal [Si](C)(C)(C(C)(C)C)OC=1C(=C2CC[C@@](OC2=C(C1C)C)(C)CC/C=C(/CC/C=C(/CCC=O)\C)\C)C